3-(piperazin-1-yl)pyrrolidin-2-one N1(CCNCC1)C1C(NCC1)=O